methyl 2-[[2-(4-bromo-2,6-dichloro-phenoxy)-5-methoxy-4-pyridyl]sulfonylamino]acetate BrC1=CC(=C(OC2=NC=C(C(=C2)S(=O)(=O)NCC(=O)OC)OC)C(=C1)Cl)Cl